(3-bromopropyl)phosphonic acid diethyl ester C(C)OP(OCC)(=O)CCCBr